(6-Chlorochroman-3-yl)-[6-(5-chloro-1H-pyrazol-4-yl)-1-[(1-methylpyrrolidin-2-yl)methyl]indol-3-yl]methanone ClC=1C=C2CC(COC2=CC1)C(=O)C1=CN(C2=CC(=CC=C12)C=1C=NNC1Cl)CC1N(CCC1)C